rubidium naphthoate C1(=CC=CC2=CC=CC=C12)C(=O)[O-].[Rb+]